ethyl-8-azabicyclo[3.2.1]octane-2-carboxylate C(C)OC(=O)C1C2CCC(CC1)N2